C12CNCC(N1C=1C(=NC3=CC(=CC(=C3N1)[C@@H](C)NC1=C(C(=O)O)C=CC=C1)C)C#N)C2 2-(((1R)-1-(3-(3,6-diazabicyclo-[3.1.1]heptan-6-yl)-2-cyano-7-methylquinoxalin-5-yl)ethyl)-amino)benzoic acid